CC1C(O1)C1(CCN(CC1)CC1=CC=C(C=C1)NC(C)=O)CCC1=CC=CC=C1 N-(4-((4-(3-methyloxiran-2-yl)-4-phenethylpiperidin-1-yl)methyl)phenyl)acetamide